BrC=1C=C(C=NC1)C=1N=NN(C1)C(C)N1C(C=C(C=C1)Cl)=O 1-(1-(4-(5-bromopyridin-3-yl)-1H-1,2,3-triazol-1-yl)ethyl)-4-chloropyridin-2(1H)-one